tin tetra-tert-butoxide CC(C)(C)[O-].CC(C)(C)[O-].CC(C)(C)[O-].CC(C)(C)[O-].[Sn+4]